FC1=C(C(=CC(=C1)F)OCCOC)C1=C2C(=C(N=C1C1=NN3C([C@H](N(CC3)C(=O)OC(C)(C)C)C)=C1)C=1C=C3C=NN(C3=CC1)C)SC=C2 tert-butyl (4R)-2-[4-[2,4-difluoro-6-(2-methoxyethoxy)phenyl]-7-(1-methylindazol-5-yl)thieno[2,3-c]pyridin-5-yl]-4-methyl-6,7-dihydro-4H-pyrazolo[1,5-a]pyrazine-5-carboxylate